N-cyclopropyl-2-(difluoromethoxy)-4-[7-[[(2S)-1,4-dioxan-2-yl]methoxy]imidazo[1,2-a]pyridin-3-yl]-6-methoxy-benzamide C1(CC1)NC(C1=C(C=C(C=C1OC)C1=CN=C2N1C=CC(=C2)OC[C@H]2OCCOC2)OC(F)F)=O